4,4'-di-t-butyldiphenylamine CC(C)(C)C1=CC=C(C=C1)NC2=CC=C(C=C2)C(C)(C)C